5,6-dimethyl-1,10-phenanthroline-2-formaldehyde CC1=C2C=CC(=NC2=C2N=CC=CC2=C1C)C=O